C(CCCCCCCCCCCC)C(C)O[Si](OCC)(OCC)CCCCCCCCF tridecanyl-fluorooctyltriethoxysilane